N-(1-(cyclopropyl-methyl)-7-fluoro-6-(N-(1-methylcyclopropyl)sulfamoyl)-2,4-dioxo-1,4-dihydroquinazolin-3(2H)-yl)acrylamide C1(CC1)CN1C(N(C(C2=CC(=C(C=C12)F)S(NC1(CC1)C)(=O)=O)=O)NC(C=C)=O)=O